FC=1C=C2C(=CN(C2=CC1)CC(C)(C)NS(=O)(=O)C1=CC=C(C=C1)C)C N-(1-(5-fluoro-3-methyl-1H-indol-1-yl)-2-methylpropan-2-yl)-4-methylbenzenesulfonamide